COC1=C(CNCCC(C(=O)N)CC#C)C(=CC(=C1)OCC=1C(=C(C=CC1)C1=CC=CC=C1)C)OC (2-((2,6-dimethoxy-4-((2-methyl-[1,1'-biphenyl]-3-yl)methoxy)benzyl)amino)ethyl)pent-4-ynamide